(Z)-3-(5-(2-((1-(2-(4-(1-(4-hydroxyphenyl)-2-phenylbut-1-en-1-yl)phenoxy)ethyl)piperidin-3-yl)oxy)ethyl)-1-oxoisoindolin-2-yl)piperidine-2,6-dione OC1=CC=C(C=C1)/C(=C(\CC)/C1=CC=CC=C1)/C1=CC=C(OCCN2CC(CCC2)OCCC=2C=C3CN(C(C3=CC2)=O)C2C(NC(CC2)=O)=O)C=C1